2,6-bis-hydroxymethyl-4-methylphenol OCC1=C(C(=CC(=C1)C)CO)O